[Pd](Cl)Cl.C1(=CC=CC=C1)P(CCCCP(C1=CC=CC=C1)C1=CC=CC=C1)C1=CC=CC=C1 1,4-bis(diphenylphosphino)butane palladium dichloride